BrC1=CC=C(O1)C1=CN=C2N1CCN(C2)C(=O)C=2C=C(CN1C(NC(C3=CC=CC=C13)=O)=O)C=CC2F 1-(3-(3-(5-bromofuran-2-yl)-5,6,7,8-tetrahydroimidazo[1,2-a]pyrazine-7-carbonyl)-4-fluorobenzyl)quinazoline-2,4(1h,3h)-dione